O1C=CC2=C1C=C(C=C2)N benzo[1,2-d]furan-6-amine